{4-[4-amino-7-(cis-4-cyanocyclohexyl)pyrrolo[2,1-f][1,2,4]Triazin-5-yl]-3-fluorophenyl}-1-(4-fluorophenyl)-2-oxo-1,2-dihydropyridine-3-carboxamide NC1=NC=NN2C1=C(C=C2[C@@H]2CC[C@@H](CC2)C#N)C2=C(C=C(C=C2)C2=C(C(N(C=C2)C2=CC=C(C=C2)F)=O)C(=O)N)F